N-Cbzsuccinimide C(=O)(OCC1=CC=CC=C1)N1C(CCC1=O)=O